N-((1-tert-Butoxycarbonylpiperidin-4-yl)methyl)-4-((3'-methoxy-[1,1'-biphenyl]-4-yl)amino)benzamid C(C)(C)(C)OC(=O)N1CCC(CC1)CNC(C1=CC=C(C=C1)NC1=CC=C(C=C1)C1=CC(=CC=C1)OC)=O